CC1CC2=C(NCCC=C2)C1=O 7-Methyl-2,3,6,7-tetrahydrocyclopenta[b]azepin-8(1H)-one